CN1CCN(CC1)C=1C=CC(=NC1)NC=1C=CC(=C2CNC(C12)=O)C1=C2C(=NC=C1)OC=N2 7-((5-(4-methylpiperazin-1-yl)pyridin-2-yl)amino)-4-(oxazolo[5,4-b]pyridin-7-yl)isoindolin-1-one